FC(OC1=CC=CC(=N1)C1=CC2=C(OCC(N2)=O)C=C1)(F)F 6-(6-(trifluoromethoxy)pyridin-2-yl)-2H-benzo[b][1,4]oxazin-3(4H)-one